C1(=CC=CC=C1)C1=NC2=CC=CC=C2C12C1=CC=CC=C1C=1C3=C(SC12)C=CC=C3 2'-Phenylspiro[benzo[b]indeno[1,2-d]thiophene-6,3'-indole]